trans-4-((4-(2-Cyclopropyloxazol-4-yl) pyridine-2-yl)((trans-4-(5-methoxy-6-methylpyridin-2-yl)cyclohexyl)methyl) carbamoyl)cyclohexyl ethylcarbamate C(C)NC(O[C@@H]1CC[C@H](CC1)C(N(C[C@@H]1CC[C@H](CC1)C1=NC(=C(C=C1)OC)C)C1=NC=CC(=C1)C=1N=C(OC1)C1CC1)=O)=O